FC=1C=C(C=CC1F)C12[C@H](C=CC=3C[C@@H]4[C@@H]5C=C[C@@H]([C@@]([C@@]5(C13)CCN4C)(O2)C2=NC4=C(N2[C@@H]2CC[C@H](CC2)OC[2H])C=CC(=C4)C=4C(=NOC4C)C)O)O (S)-4-(3,4-difluorophenyl)-5-(5-(3,5-dimethylisoxazol-4-yl)-1-((trans)-4-deuteromethoxycyclohexyl)-1H-benzo[d]imidazol-2-yl)morphine